rac-6-chloro-2,3-dihydro-1-benzofuran ClC1=CC2=C(CCO2)C=C1